O(CCOCCOCCOC)C1=CC=CC=C1 (1,4,7,10-tetraoxaundecyl)benzene